3-(methyl(piperidin-4-yl)amino)-8-(1H-tetrazol-5-yl)-5H-chromeno[2,3-c]pyridin-5-one CN(C1=CC2=C(C=N1)OC1=CC(=CC=C1C2=O)C2=NN=NN2)C2CCNCC2